FC(C=1C=C2C=NC(=NC2=C(C1)C1CC2(C1)CN(CC2)C2COC2)NC2CCN(CC2)S(=O)(=O)C)F 6-(difluoromethyl)-N-(1-(methylsulfonyl)piperidin-4-yl)-8-(6-(oxetan-3-yl)-6-azaspiro[3.4]oct-2-yl)quinazolin-2-amine